benzyl (2-fluoro-3-nitrophenyl) sulfoxide FC1=C(C=CC=C1[N+](=O)[O-])S(=O)CC1=CC=CC=C1